1,2,3,4-Tetrafluoro-5-nitrobenzene FC1=C(C(=C(C(=C1)[N+](=O)[O-])F)F)F